methyl 1-((6-chloropyridin-3-yl)((2-(trimethylsilyl)ethoxy)methyl)amino)isoquinoline-6-carboxylate ClC1=CC=C(C=N1)N(C1=NC=CC2=CC(=CC=C12)C(=O)OC)COCC[Si](C)(C)C